Cl.NC[C@@H](O)C1=CC(=CC=C1)Cl (1S)-2-amino-1-(3-chlorophenyl)ethanol hydrochloride